ClC1=C(C(=C2C(=NN(C2=C1)C1OCCCC1)C)B1OC(C(O1)(C)C)(C)C)C 6-chloro-3,5-dimethyl-1-(tetrahydro-2H-pyran-2-yl)-4-(4,4,5,5-tetramethyl-1,3,2-dioxaborolan-2-yl)-1H-indazole